N1=NC(=CC=C1)COC=1C=NC=CC1CN [3-(pyridazin-3-ylmethoxy)pyridin-4-yl]methanamine